O-ethyl (3,5-di-tert-butyl-4-hydroxybenzyl) phosphonate P(OCC)(OCC1=CC(=C(C(=C1)C(C)(C)C)O)C(C)(C)C)=O